OC1(CCN(CC1)C(C(CCC1=CC=CC=C1)C)=O)CN1C=NC2=C(C1=O)C=NN2C 5-{[4-hydroxy-1-(2-methyl-4-phenylbutanoyl)piperidin-4-yl]methyl}-1-methyl-1H,4H,5H-pyrazolo[3,4-d]pyrimidin-4-one